CC=1C(=NC=2CN(CCC2C1C1=C2C=NNC2=CC=C1C)C(C)C)N1CC2(CN(C2)C(C=C)=O)CC1 1-(6-(3-methyl-4-(5-methyl-1H-indazol-4-yl)-7-(2-propanyl)-5,6,7,8-tetrahydro-1,7-naphthyridin-2-yl)-2,6-diazaspiro[3.4]octan-2-yl)-2-propen-1-one